benzyl {(5S)-6-{[bis(4-methoxybenzyl)carbamoyl]oxy}-5-[(tert-butoxycarbonyl)amino]hexyl}carbamate COC1=CC=C(CN(C(=O)OC[C@H](CCCCNC(OCC2=CC=CC=C2)=O)NC(=O)OC(C)(C)C)CC2=CC=C(C=C2)OC)C=C1